[K].O=C[C@H](O)[C@@H](O)[C@H](O)[C@H](O)CO glucose potassium salt